ClC1=NC=NC=2C=C3C(=CC12)N=C(S3)C 8-chloro-2-methylthiazolo[4,5-g]quinazoline